[Ni]=O.[Ni] nickel-nickel-oxide